C(C)(C)(C)C=1C=C(N(N1)CCN1CCOCC1)N 5-tert-butyl-2-(2-morpholin-4-yl-ethyl)-2H-pyrazol-3-ylamine